C(C1=CC=CC=C1)OC1=NC(=CC=C1C=1C=C(C=CC1)N1CCC(CC1)=O)OCC1=CC=CC=C1 1-(3-(2,6-bis(benzyloxy)pyridin-3-yl)phenyl)piperidin-4-one